(6-chloro-1-(2,2,2-trifluoroethyl)-1H-pyrrolo[3,2-c]pyridin-4-yl)-3,6-dihydropyridine-1(2H)-carboxylate ClC1=CC2=C(C(=N1)OC(=O)N1CCC=CC1)C=CN2CC(F)(F)F